S,S-Dibenzyl-trithiocarbonat C(C1=CC=CC=C1)[S-](C([S-])=S)CC1=CC=CC=C1